2-(3,4-dichlorophenoxy)ethyldiethylamine ClC=1C=C(OCCN(CC)CC)C=CC1Cl